dimethyl 2,3-diisobutyl-2-cyanosuccinate C(C(C)C)C(C(=O)OC)(C(C(=O)OC)CC(C)C)C#N